NC(C(=O)O)(CCCCB(O)O)C1CCN(CC1)CC1=CC(=CC=C1)C#N 2-amino-6-borono-2-(1-(3-cyanobenzyl)piperidin-4-yl)hexanoic acid